tert-butyl 4-((3-chloropyridin-4-yl) (hydroxy) methyl)-4-methylpiperidine-1-carboxylate ClC=1C=NC=CC1C(C1(CCN(CC1)C(=O)OC(C)(C)C)C)O